N-[4-(3-cyanophenyl)-5-(2,6-dimethyl-4-pyridinyl)thiazol-2-yl]-5-oxo-2,6-diazaspiro[3.4]octane-2-carboxamide C(#N)C=1C=C(C=CC1)C=1N=C(SC1C1=CC(=NC(=C1)C)C)NC(=O)N1CC2(C1)C(NCC2)=O